C(C)OC(CNC1(CC1)C)OCC N-(2,2-diethoxyethyl)-1-methyl-cyclopropanamine